N-((R)-6-((S)-4-hydroxy-4-methylazepan-1-yl)-2-(hydroxymethyl)-2-methyl-2,3-dihydrobenzofuran-5-yl)pyrazolo[1,5-a]pyrimidine-3-carboxamide O[C@@]1(CCN(CCC1)C1=CC2=C(C[C@](O2)(C)CO)C=C1NC(=O)C=1C=NN2C1N=CC=C2)C